C(C)(C)(C)C1N2C(C=3N(N=C4C(=CC=CC34)OCC3(CC3)C#N)C1)=CC(C(=C2)C(=O)OCC)=O ethyl 6-(tert-butyl)-10-((1-cyanocyclopropyl) methoxy)-2-oxo-6,7-dihydro-2H-pyrido[2',1':3,4]pyrazino[1,2-b]indazole-3-carboxylate